4-(3-isobutyl-1H-indol-5-yl)-3,6-dihydropyridine-1(2H)-carboxylic acid tert-butyl ester C(C)(C)(C)OC(=O)N1CCC(=CC1)C=1C=C2C(=CNC2=CC1)CC(C)C